(cis)-3-(5-bromo-7-fluoro-1H-benzo[d]imidazol-1-yl)-1-methylcyclobutan-1-ol BrC1=CC2=C(N(C=N2)C2CC(C2)(O)C)C(=C1)F